C(C1=CC=CC=C1)OC1COCC2=C1OC(C1=C2C=C(S1)C1=CC=NC=C1)=O 4-(benzyloxy)-8-(pyridin-4-yl)-3,4-dihydro-1H,6H-pyrano[4,3-b]thieno[3,2-d]pyran-6-one